O(P([O-])(=O)OP(=O)([O-])[O-])C\C=C(/C)\CC\C=C(\CC\C=C(/C)\CCC=C(C)C)/C (E,E,E)-geranylgeranyl pyrophosphate